C(#N)C1=CN=C(S1)NC(C(C)C=1C=C(C=CC1F)C1=CC=C(N=N1)NC(C=C)=O)=O N-(6-(3-(1-((5-cyanothiazol-2-yl)amino)-1-oxopropan-2-yl)-4-fluorophenyl)pyridazin-3-yl)acrylamide